FC1=C(CC2=CN=C3C(=CC(=NC3=C2)N)C)C=CC=C1 7-(2-fluorobenzyl)-4-methyl-1,5-naphthyridin-2-amine